(2R)-2-(6-{5-Chloro-2-[(propan-2-yl)amino]pyrimidin-4-yl}-1-oxo-2,3-dihydro-1H-isoindol-2-yl)-N-[(1S)-1-[6-(dimethylamino)pyridin-2-yl]-2-hydroxyethyl]propanamid ClC=1C(=NC(=NC1)NC(C)C)C1=CC=C2CN(C(C2=C1)=O)[C@@H](C(=O)N[C@H](CO)C1=NC(=CC=C1)N(C)C)C